3-(6-acetoxylphenyl)-N-[4-(1-pyrrolidinylsulfonyl)phenyl]acryl-amide O(C(=O)C)C1=CC=CC=C1C=CC(=O)NC1=CC=C(C=C1)S(=O)(=O)N1CCCC1